benzyl (R)-7-((2-((tert-butyldimethylsilyl)oxy)ethyl)sulfonyl)-2,6,6-trimethyl-2-(3-vinylphenyl)heptanoate [Si](C)(C)(C(C)(C)C)OCCS(=O)(=O)CC(CCC[C@@](C(=O)OCC1=CC=CC=C1)(C1=CC(=CC=C1)C=C)C)(C)C